CC1(OC2=C(C1)C=C(C(=C2)N2CCC(CC2)CO)[N+](=O)[O-])C (1-(2,2-dimethyl-5-nitro-2,3-dihydrobenzofuran-6-yl)piperidin-4-yl)methanol